{1-[4-{[1-(propan-2-yl)-1H-pyrazolo[4,3-c]pyridin-6-yl]amino}-6-(pyrrolidin-1-yl)pyrimidin-2-yl]piperidin-4-yl}methanol CC(C)N1N=CC=2C=NC(=CC21)NC2=NC(=NC(=C2)N2CCCC2)N2CCC(CC2)CO